BrC=1C=C2C=CC(C2=C(C1)Br)=O 5,7-dibromo-1-indenone